C(C)(C)(C)OC(=O)C1=NC(=CC=C1NC(C)C=1C=C(C=C2C(C=C(OC12)SCC)=O)C(F)(F)F)Cl 6-chloro-3-[1-[2-ethylsulfanyl-4-oxo-6-(trifluoromethyl)chromen-8-yl]ethylamino]pyridine-2-carboxylic acid tert-butyl ester